6-((diphenylphosphino)methyl)pyridineformaldehyde C1(=CC=CC=C1)P(C1=CC=CC=C1)CC1=CC=CC(=N1)C=O